C1(CC1)C1=NC=NC(=C1C1=NC(=C2N=CN(C2=N1)C)NCC1=CC=C(C=C1)C=1N(C=C(N1)C(F)(F)F)C(C)C)OC 2-(4-cyclopropyl-6-methoxypyrimidin-5-yl)-N-(4-(1-isopropyl-4-(trifluoromethyl)-1H-imidazol-2-yl)benzyl)-9-methyl-9H-purin-6-amine